The molecule is an alanine derivative consisting of alanine having a 6-oxo-6,9-dihydro-1H-purin-2-yl group attached to the amino function. It derives from a guanine. CC(C(=O)O)NC1=NC2=C(C(=O)N1)NC=N2